1-(2-(4-methylpiperazin-1-yl)ethyl)-5-nitro-1H-indole CN1CCN(CC1)CCN1C=CC2=CC(=CC=C12)[N+](=O)[O-]